3,5-bistrifluoromethyl-phenyl isocyanate FC(C=1C=C(C=C(C1)C(F)(F)F)N=C=O)(F)F